OC(=O)C(F)(F)F.N1=CC=C(C=C1)CN1C2CNCC1CC2 8-(Pyridin-4-ylmethyl)-3,8-diazabicyclo[3.2.1]octane TFA salt